di-iso-octyl vinylphosphonate C(=C)P(OCCCCCC(C)C)(OCCCCCC(C)C)=O